tert-butyl (1-(cyclohexylmethyl)-1,2,3,4-tetrahydroquinolin-3-yl)carbamate C1(CCCCC1)CN1CC(CC2=CC=CC=C12)NC(OC(C)(C)C)=O